CC1=CC=C(C=C1)NC(C)C N-(4-methylphenyl)-2-propylamine